7-Amino-3-(2-fluoro-6-methyl-phenyl)-1-(1-methyl-4-piperidyl)-4H-pyrimido[4,5-d]pyrimidin-2-one NC1=NC=C2C(=N1)N(C(N(C2)C2=C(C=CC=C2C)F)=O)C2CCN(CC2)C